Cl.Cl.ClC1=CC=C(C=C1)C=1N=C2N(C=CC=C2)C1CN1C2CNC(C1)CC2 2-(4-chlorophenyl)-3-(2,5-diazabicyclo[2.2.2]oct-2-ylmethyl)imidazo[1,2-a]pyridine dihydrochloride